C(C)(C)(C)OC(=O)N[C@H](C(=O)O)CCCN(C)C (S)-2-((tert-butoxycarbonyl)amino)-5-(dimethylamino)pentanoic acid